isothiocyanatoethynyl-benzene N(=C=S)C#CC1=CC=CC=C1